N-(1-(quinolin-2-yl)methyl)neopentanamide N1=C(C=CC2=CC=CC=C12)CNC(C(C)(C)C)=O